(4,4'-bis(benzyloxy)-5,5'-diethyl-2'-fluoro-[1,1'-biphenyl]-2-yl)cyclobutan-1-ol C(C1=CC=CC=C1)OC1=CC(=C(C=C1CC)C1=C(C=C(C(=C1)CC)OCC1=CC=CC=C1)F)C1(CCC1)O